3,4-epoxycyclohexyloctyl-3,4-epoxycyclohexanecarboxylate C1(CC2C(CC1)O2)CCCCCCCCOC(=O)C2CC1C(CC2)O1